2-((8-amino-7-fluoro-6-(5-methyl-1H-pyrazol-4-yl)isoquinolin-3-yl)amino)-6-methyl-5,6-dihydro-4H-pyrazolo[1,5-d][1,4]diazepin-7(8H)-one NC=1C(=C(C=C2C=C(N=CC12)NC1=NN2CC(N(CCC2=C1)C)=O)C=1C=NNC1C)F